C(CCCCCC1CO1)Cl epoxyoctyl chloride